alpha-glycidoxypropyl-trimethoxysilane C(C1CO1)OC(CC)[Si](OC)(OC)OC